tert-Butyl 4-((4-chloro-5-(1-(ethoxycarbonyl)cyclopropyl)pyrimidin-2-yl)amino)piperidine-1-carboxylate ClC1=NC(=NC=C1C1(CC1)C(=O)OCC)NC1CCN(CC1)C(=O)OC(C)(C)C